Tert-Butyl N-{2-[(4-Bromopyridin-2-Yl)Carbamoyl]Ethyl}-N-(3-{[(Tert-Butoxy)Carbonyl](2,2,2-Trifluoroethyl)Amino}Propyl)Carbamate BrC1=CC(=NC=C1)NC(=O)CCN(C(OC(C)(C)C)=O)CCCN(CC(F)(F)F)C(=O)OC(C)(C)C